N1(CCCCC1)C1CCN(CC1)C1CCN(CC1)C1=C(C=NC2=CC=C(C=C12)S(=O)C)S(=O)(=O)C1=CC=C(C=C1)OCCCCCCCCCCCC 4-([1,4':1',4''-terpiperidin]-1''-yl)-3-((4-(dodecyloxy)phenyl)sulfonyl)-6-(methylsulfinyl)quinoline